2-(N-(4-(1-(8-(4,4-difluoropiperidin-1-yl)quinolin-6-yl)-1H-1,2,3-triazol-4-yl)-3-(6-azaspiro[2.5]octan-6-yl)phenyl)sulfamoyl)ethyl(tert-butyloxycarbonyl)alaninate FC1(CCN(CC1)C=1C=C(C=C2C=CC=NC12)N1N=NC(=C1)C1=C(C=C(C=C1)NS(=O)(=O)CCN([C@@H](C)C(=O)[O-])C(=O)OC(C)(C)C)N1CCC2(CC2)CC1)F